FC(C1=NN(C=C1C1=NC(=C(C=C1)F)C)[C@@H]1C[C@H](C1)CNC=1C=C2CN(C(C2=CC1)=O)C1C(NC(CC1)=O)=O)F 3-(5-(((trans-3-(3-(difluoromethyl)-4-(5-fluoro-6-methylpyridin-2-yl)-1H-pyrazol-1-yl)cyclobutyl)methyl)amino)-1-oxoisoindolin-2-yl)piperidine-2,6-dione